3-(5-(pyrrolidin-1-yl)-1H-benzo[d]imidazol-2-yl)-1H-pyrazol-4-amine N1(CCCC1)C1=CC2=C(NC(=N2)C2=NNC=C2N)C=C1